1-[(6-{5-Azaspiro[2.3]hex-5-yl}-2-methylpyrimidin-3-yl)methyl]-1H-imidazole-4-carboxylic acid ethyl ester C(C)OC(=O)C=1N=CN(C1)CN1C(N=C(C=C1)N1CC2(CC2)C1)C